tert-butyl (3R,4R)-4-amino-3-methoxypiperidine-1-carboxylate N[C@H]1[C@@H](CN(CC1)C(=O)OC(C)(C)C)OC